FC1=C(C=CC(=C1)I)NS(=O)(=O)C1=CNC2=C3C(=CC=C12)C=CC=C3 N-(2-fluoro-4-iodophenyl)-1H-benzo[g]indole-3-sulfonamide